(7-(2-(4-(6-Fluorobenzo[b]thiophen-4-yl)piperazin-1-yl)ethyl)-2-oxo-3,4-dihydroquinolin-1(2H)-yl)methyl allylcarbamate C(C=C)NC(OCN1C(CCC2=CC=C(C=C12)CCN1CCN(CC1)C1=CC(=CC=2SC=CC21)F)=O)=O